ClC1=C(C(=CC=C1)F)[C@H]1[C@H](CN(C1)CC(F)(F)F)C(=O)N1CC[C@](CCC1)(C(=O)N[C@@H](C)\C=C/S(=O)(=O)C)F (R)-1-((3R,4R)-4-(2-chloro-6-fluorophenyl)-1-(2,2,2-trifluoroethyl)pyrrolidine-3-carbonyl)-4-fluoro-N-((S,Z)-4-(methylsulfonyl)but-3-en-2-yl)azepane-4-carboxamide